4,4'-dinitro-stilbene [N+](=O)([O-])C1=CC=C(C=C1)C=CC1=CC=C(C=C1)[N+](=O)[O-]